ClC=1C=CC(=NC1)C(C)N1C[C@@H](N(C[C@H]1CC)C=1C=2C(N(C(C1)=O)C)=CN(N2)CC#N)CC 2-(7-((2S,5R)-4-(1-(5-chloropyridin-2-yl)ethyl)-2,5-diethylpiperazin-1-yl)-4-methyl-5-oxo-4,5-dihydro-2H-pyrazolo[4,3-b]pyridin-2-yl)acetonitrile